(R)-N-(3-(1-((2-amino-5-chloropyridin-3-yl)oxy)ethyl)phenyl)-1,5-dimethyl-1H-pyrazole-3-carboxamide NC1=NC=C(C=C1O[C@H](C)C=1C=C(C=CC1)NC(=O)C1=NN(C(=C1)C)C)Cl